N1=C(C=CC=C1)SSC1=CC=CC(=N1)C#N 6-(2-pyridyldithio)-2-pyridinecarbonitrile